NC1=CC=C(C=C1)C(C)O 1-(4-aminophenyl)ethane-1-ol